COC1=CC=C(C=C1)C1=NN2C(=NC=3C=CC=C(C3C2=N1)C)N[C@H]1C(NCCNC1)=O (6R)-6-{[2-(4-methoxyphenyl)-10-methyl[1,2,4]triazolo[1,5-c]quinazolin-5-yl]amino}-1,4-diazepan-5-one